[Si](C)(C)(C(C)(C)C)O[C@H]1[C@H]([C@@H](O[C@@H]1CO)N1C=NC=2C(=O)NC(N)=NC12)F 3'-O-tert-butyldimethylsilyl-2'-deoxy-2'-fluoro-guanosine